C(C)(C)(C)N1N=C(C=C1)CCCC1NC2=NC=CC=C2CC1 tert-butyl-3-(3-(1,2,3,4-tetrahydro-1,8-naphthyridin-2-yl)propyl)-1H-pyrazole